COCC(COC(C)COC(C)COC(C)COC(C)COC(C)COC(C)COC(C)COC(C)COC(C)CO)O methoxydecapropylene glycol